C(C)OC(=O)C1=C(N(N=C1)C)C(=O)O 4-ethoxycarbonyl-2-methyl-pyrazole-3-carboxylic acid